tert-butyl (4-(2-(2-aminopyridin-3-yl)-5-(3-morpholinophenyl)-3H-imidazo[4,5-b]pyridin-3-yl)benzyl)carbamate NC1=NC=CC=C1C1=NC=2C(=NC(=CC2)C2=CC(=CC=C2)N2CCOCC2)N1C1=CC=C(CNC(OC(C)(C)C)=O)C=C1